C(C)OC(=O)C1CSC1.C(C)OC(=O)C1(CSC1)C1=C(C=NC2=C(C(=CC=C12)F)C1=C(C(=CC(=C1)F)F)F)C(=O)OCC Ethyl 4-[3-(ethoxycarbonyl)thietan-3-yl]-7-fluoro-8-(2,3,5-trifluorophenyl)quinoline-3-carboxylate Ethyl-thietane-3-carboxylate